(S)-N-(1-amino-3-hydroxy-1-oxopropan-2-yl)-2-methyl-5-(pyridazin-3-ylmethoxy)benzofuran-3-carboxamide NC([C@H](CO)NC(=O)C1=C(OC2=C1C=C(C=C2)OCC=2N=NC=CC2)C)=O